trans-6-(4-(4-acryloyl-6-(trifluoromethyl)morpholin-2-yl)-6-chloropyridin-2-yl)-N,2-dimethylpyrimidine-4-carboxamide C(C=C)(=O)N1C[C@H](O[C@@H](C1)C(F)(F)F)C1=CC(=NC(=C1)Cl)C1=CC(=NC(=N1)C)C(=O)NC